C(#N)C1=CC(=C(CNC(=O)C2CCN(CC2)C(=O)OC(C)(C)C)C=C1)C(F)(F)F tert-butyl 4-((4-cyano-2-(trifluoromethyl)benzyl)carbamoyl)piperidine-1-carboxylate